2-methyl-1,3-propanediol ethoxyacrylate C(C)OC(C(=O)OCC(CO)C)=C